4-[2-[5-(aminomethyl)pyrimidin-2-yl]-5-cyanophenoxy]-6-(7-azabicyclo[2.2.1]heptan-7-yl)pyridine-3-carbonitrile NCC=1C=NC(=NC1)C1=C(OC2=C(C=NC(=C2)N2C3CCC2CC3)C#N)C=C(C=C1)C#N